C(#N)C1=CC(=C(C=C1)C1C(=C(NC=2C(=CNC(C12)=O)C)C)C(=O)OCC1=CC=CC=C1)OC benzyl 4-(4-cyano-2-methoxyphenyl)-2,8-dimethyl-5-oxo-1,4,5,6-tetrahydro-1,6-naphthyridine-3-carboxylate